tri(2-hydroxyethyl)methyl-ammonium methyl-sulfate COS(=O)(=O)[O-].OCC[N+](C)(CCO)CCO